(3S,4R,5R,6S)-1-[6-({2-[(E)-2-phenylvinyl]-1,3-thiazol-4-yl}methoxy)hexyl]-3,4,5,6-azepanetetrol C1(=CC=CC=C1)/C=C/C=1SC=C(N1)COCCCCCCN1C[C@@H]([C@H]([C@@H]([C@H](C1)O)O)O)O